9-vinyltetracyclo[6.2.1.13,6.02,7]Dodec-4-ene C(=C)C1C2C3C4C=CC(C3C(C1)C2)C4